FC(C1(CC1)CNC(OC1=CC=C(C=C1)[N+](=O)[O-])=O)(F)F (4-nitrophenyl) N-[[1-(trifluoromethyl)cyclopropyl]methyl]carbamate